2-ethyl-1'-prop-2-ynyl-spiro[6,7-dihydrothieno[3,2-C]pyran-4,4'-piperidine] C(C)C1=CC2=C(CCOC23CCN(CC3)CC#C)S1